3-(5-Ethyl-1,3-thiazol-2-yl)-5-(tetrahydro-2H-pyran-4-yloxy)benzoic acid methyl ester COC(C1=CC(=CC(=C1)OC1CCOCC1)C=1SC(=CN1)CC)=O